3',4'-biphenyl-dicarboxylic anhydride C1(=CC=CC=C1)C1=CC2=C(C=C1)C(=O)OC2=O